OCCC=1N=C(C2=C(N1)OC(=C2C(=O)NCC2=C(C=CC=C2)OC)C)NC2(CC2)C (2-hydroxyethyl)-N-[(2-methoxyphenyl)methyl]-6-methyl-4-[(1-methylcyclopropyl)amino]furo[2,3-d]pyrimidine-5-carboxamide